bromohomoserine methyl ester hydrochloride Cl.COC([C@@H](NBr)CCO)=O